1',6-Dimethyl-2-phenylspiro[indole-3,3'-indolin]-2'-one CN1C(C2(C3=CC=CC=C13)C(=NC1=CC(=CC=C12)C)C1=CC=CC=C1)=O